FC1=C(C(=CC=C1)OC)[C@H]1[C@@H](O[C@](C1)(C(F)(F)F)C)C(=O)NC1=CC(=NC=C1)C(=O)OC |r| Methyl rac-(2R,3S,5R)-4-[[3-(2-fluoro-6-methoxy-phenyl)-5-methyl-5-(trifluoromethyl)tetrahydrofuran-2-carbonyl]amino]pyridine-2-carboxylate